IC=1C=NC2=CC=CC=C2C1/N=C/N(C)C (E)-N'-(3-iodoquinolin-4-yl)-N,N-dimethylmethanimidamide